rac-tert-butyl 4-((4R,5S)-6-oxo-1-phenyl-5-(3-(trifluoromethyl)benzamido)-4,5,6,7-tetrahydro-1H-pyrazolo[3,4-b]pyridin-4-yl)isoindoline-2-carboxylate O=C1[C@H]([C@@H](C2=C(N1)N(N=C2)C2=CC=CC=C2)C2=C1CN(CC1=CC=C2)C(=O)OC(C)(C)C)NC(C2=CC(=CC=C2)C(F)(F)F)=O |r|